5-(3-fluoropiperidin-1-yl)-N-(6-fluoroquinolin-8-yl)pyrazine-2-carboxamide FC1CN(CCC1)C=1N=CC(=NC1)C(=O)NC=1C=C(C=C2C=CC=NC12)F